ClC=1C=C(C(=O)N(C(C)C2=C(N=CO2)C2=CC(=NC=N2)C(=O)OC)CC2CC2)C=C(C1)C(F)(F)F methyl 6-[5-[1-[[3-chloro-5-(trifluoromethyl)benzoyl]-(cyclopropylmethyl)amino]ethyl]oxazol-4-yl]pyrimidine-4-carboxylate